CC1=CN=C2N1N=C(C=C2)C2=CNC=1N=C(N=CC12)N[C@@H](C(F)(F)F)C (R)-5-(3-methylimidazo[1,2-b]pyridazin-6-yl)-N-(1,1,1-trifluoropropan-2-yl)-7H-pyrrolo[2,3-d]pyrimidin-2-amine